(±)-N-((2-(((1S,3R,5R)-1,3-dimethyl-8-azabicyclo[3.2.1]octan-8-yl)methyl)-5-fluoro-1H-indol-6-yl)methyl)-4-oxo-4H-pyrido[1,2-a]pyrimidine-2-carboxamide C[C@@]12C[C@@H](C[C@@H](CC1)N2CC=2NC1=CC(=C(C=C1C2)F)CNC(=O)C=2N=C1N(C(C2)=O)C=CC=C1)C |r|